ethyl (R)-1-(5-((1-(tert-butoxy)-2-methyl-1-oxopropan-2-yl)oxy)-2-fluorophenyl)piperidine-3-carboxylate C(C)(C)(C)OC(C(C)(C)OC=1C=CC(=C(C1)N1C[C@@H](CCC1)C(=O)OCC)F)=O